CC1C(C(C2=CC=CC=C12)C)N 1,3-dimethyl-2,3-dihydro-1H-inden-2-amine